N-((3R,4S)-4-((6-(2,6-difluoro-3,5-dimethoxyphenyl)-8-morpholinopyrido[3,4-d]pyrimidin-2-yl)amino)tetrahydrofuran-3-yl)acrylamide FC1=C(C(=C(C=C1OC)OC)F)C1=CC2=C(N=C(N=C2)N[C@H]2[C@H](COC2)NC(C=C)=O)C(=N1)N1CCOCC1